3-[6-(hydroxymethyl)pyrazin-2-yl]-1-tetrahydropyran-2-yl-indazol-5-ol OCC1=CN=CC(=N1)C1=NN(C2=CC=C(C=C12)O)C1OCCCC1